1-cyclohexyl-5-amino-1H-pyrazole-4-carboxylic acid ethyl ester C(C)OC(=O)C=1C=NN(C1N)C1CCCCC1